sodium laurylmaleate C(CCCCCCCCCCC)/C(/C(=O)[O-])=C/C(=O)[O-].[Na+].[Na+]